COC=1C=C(C=CC1OC)[C@@H](CC(=O)O)NC(=O)C=1N=NN(C1)CC1=CC(=CC=C1)F (R)-3-(3,4-dimethoxyphenyl)-3-(1-(3-fluorobenzyl)-1H-1,2,3-triazole-4-carboxamido)propanoic acid